COC=1C=C2C(=NC=NC2=CC1OC)OC1=CC=C2C=CC=C(C2=C1)NC(=O)NC1=NOC(=C1)C(C)(C)C 1-(7-((6,7-dimethoxyquinazolin-4-yl)oxy)naphthalen-1-yl)-3-(5-t-butylisoxazol-3-yl)urea